ClC1=CC(=CC(=N1)C=O)C1=C(C=CC(=C1)C(F)(F)F)C1=NN=CN1C 6-chloro-4-[2-(4-methyl-1,2,4-triazol-3-yl)-5-(trifluoromethyl)phenyl]pyridine-2-carbaldehyde